C1(CCCCC1)(N)N cis-Cyclohexandiamin